4-(1-methylbutyl)-4-aza-pentacyclo[9.2.1.11,7.02,6.08,13]-10-pentadecene-3-one CC(CCC)N1C(C2C34C5CC(=CCC5C(C2C1)C4)C3)=O